C(C)C=1C=CC(=C(C1)S(=O)(=O)NC1=NOC2=C1C(=CC(=C2)OC=2OC(=CN2)CNC(OC)=O)OC)OC methyl ((2-((3-((5-ethyl-2-methoxyphenyl)sulfonamido)-4-methoxybenzo[d]isoxazol-6-yl)oxy)oxazol-5-yl)methyl)carbamate